C(C)OC(=S)S.O1C(=S)SCC1 ethylene xanthate (ethyl xanthate)